4-[3-(difluoromethyl)-1H-1,2,4-triazol-1-yl]-3-[(2,4-dimethoxybenzyl)sulfamoyl]Phenyl-acetamide FC(C1=NN(C=N1)C1=C(C=C(C=C1)CC(=O)N)S(NCC1=C(C=C(C=C1)OC)OC)(=O)=O)F